FCCOCCN(C1=CC2=C(N=C(S2)C)C=C1C)C(C)C N-(2-(2-fluoroethoxy)ethyl)-N-isopropyl-2,5-dimethylbenzothiazol-6-amine